NCC=1C=CC(=C(C(=O)NC(C)C2=CC(=NC(=C2)C=2C=NNC2)C2=CC(=CC=C2)Cl)C1)C 5-(aminomethyl)-N-(1-(2-(3-chlorophenyl)-6-(1H-pyrazol-4-yl)pyridin-4-yl)ethyl)-2-methylbenzamide